C(C)[C@@]1(CC[C@@H](N2C(C=3N([C@@H]1C2)C=C(C(C3O)=O)C(=O)NCC3=C(C=C(C=C3F)F)F)=O)C)O (3S,6S,7R)-6-ethyl-6,12-dihydroxy-3-methyl-1,11-dioxo-N-(2,4,6-trifluorobenzyl)-1,4,5,6,7,11-hexahydro-3H-2,7-methanopyrido[1,2-a][1,4]diazonine-10-carboxamide